C(N)(=O)C1=NC=CC(=C1)NC(=O)C=1C(=NC2=CC(=CC=C2C1)C)N1CCC(CCC1)(F)F N-(2-carbamoylpyridin-4-yl)-2-(4,4-difluoroazepan-1-yl)-7-methylquinoline-3-carboxamide